ClC1=CC(=C(C=C1F)[C@H](NC(=O)[C@H]1[C@@H]2C[C@@H]2CN1C(=O)C=1C=NC=C(C1)S(=O)(=O)C)C1CC1)F (1R,2R,5s)-N-((R)-(4-chloro-2,5-difluorophenyl)(cyclopropyl)methyl)-3-((5-(methylsulfonyl)-3-pyridinyl)carbonyl)-3-azabicyclo[3.1.0]hexane-2-carboxamide